C1(=CC=CC=C1)C(OC1=CC=CC=C1)(C1=CC=CC=C1)C=1C(=C(C=CC1)O)C(C1=CC=CC=C1)(C1=CC=CC=C1)OC1=CC=CC=C1 bis(diphenylphenoxymethyl)phenol